C1OCC12N(CCCC2)CC(=O)NC=2C=C(C(=NC2)C)NC(=O)C=2C=NN1C2SC(=C1)C=1C=NN(C1)C N-(5-(2-(2-oxa-5-azaspiro[3.5]nonan-5-yl)acetamido)-2-methylpyridin-3-yl)-2-(1-methyl-1H-pyrazol-4-yl)pyrazolo[5,1-b]thiazole-7-carboxamide